N,N,N',N'-Tetramethylhexane-1,6-diamine CN(CCCCCCN(C)C)C